4-methylbenzenesulfonic acid [(3-fluorooxetan-3-yl) methyl] ester FC1(COC1)COS(=O)(=O)C1=CC=C(C=C1)C